1-{[2-(3-isopropyl-7-oxo-6,7-dihydro-1H-pyrazolo[4,3-d]pyrimidin-5-ylmethyl)-phenoxy]-acetyl}-pyrrolidine-2-carboxylic acid C(C)(C)C1=NNC2=C1N=C(NC2=O)CC2=C(OCC(=O)N1C(CCC1)C(=O)O)C=CC=C2